methyl (2S,4R)-1-((S)-2-azido-3-methylbutanoyl)-4-hydroxypyrrolidine-2-carboxylate N(=[N+]=[N-])[C@H](C(=O)N1[C@@H](C[C@H](C1)O)C(=O)OC)C(C)C